4-methylmorpholine-2-one CN1CC(OCC1)=O